(1S,3S,4S)-5,5-difluoro-2-(4-methoxy-1H-indole-2-carbonyl)-N-((S,Z)-1-(2-oxodihydrofuran-3(2H)-ylidene)-3-((S)-2-oxopyrrolidin-3-yl)propan-2-yl)-2-azabicyclo[2.2.2]octane-3-carboxamide FC1([C@@H]2[C@H](N([C@H](C1)CC2)C(=O)C=2NC1=CC=CC(=C1C2)OC)C(=O)N[C@H](\C=C\2/C(OCC2)=O)C[C@H]2C(NCC2)=O)F